CC=1C=C2CCN(C(C2=CN1)=O)C1CC2(CNC2)C1 6-methyl-2-(2-azaspiro[3.3]heptane-6-yl)-3,4-dihydro-2,7-naphthyridin-1(2H)-one